3-(5-methyl-6-oxo-1,6-dihydropyridazin-4-yl)propanal CC1=C(C=NNC1=O)CCC=O